C1(CCCC1)C1CCC(CC1)C1=CC(=CC(=C1)F)F 1-(4-cyclopentyl-cyclohexyl)-3,5-difluorobenzene